(1R-cis)-1-[(3,4-dimethoxyphenyl)-methyl]-1,2,3,4-tetrahydro-6,7-dimethoxy-2-methyl-2-tert-butoxycarbonylethyl-isoquinoline benzenesulfonate C1(=CC=CC=C1)S(=O)(=O)O.COC=1C=C(C=CC1OC)CC(C(C(=O)OC(C)(C)C)C)[C@H]1NCCC2=CC(=C(C=C12)OC)OC